CC1=C(C(C(=O)O)=CC=C1C)C(=O)O 3,4-dimethylphthalic acid